(S)-quinuclidin-3-yl (6-fluoro-7-(3-chlorophenyl)-3,3-dimethylchroman-4-yl)carbamate FC=1C=C2C(C(COC2=CC1C1=CC(=CC=C1)Cl)(C)C)NC(O[C@@H]1CN2CCC1CC2)=O